tetrahydroFuran-3,4-diylbis(2-methylpropionate) O1CC(C(C1)C(C(=O)[O-])(C)C)C(C(=O)[O-])(C)C